1-({3,4-difluoro-2-[(2-fluoro-4-iodophenyl)amino]phenyl}carbonyl)-3-{[(1-methylbutyl)amino]methyl}azetidin-3-ol acetate salt C(C)(=O)O.FC=1C(=C(C=CC1F)C(=O)N1CC(C1)(O)CNC(CCC)C)NC1=C(C=C(C=C1)I)F